CC(C[C@@H](C(N[C@@H](C[C@H]1C(NCC1)=O)C(COC1=C(C(=CC(=C1F)F)F)F)=O)=O)NC(=O)C1=CC2=C(OCO2)C=C1)C N-((S)-4-methyl-1-oxo-1-(((S)-3-oxo-1-((S)-2-oxopyrrolidin-3-yl)-4-(2,3,5,6-tetrafluorophenoxy)butan-2-yl)amino)pentan-2-yl)benzo[d][1,3]dioxole-5-carboxamide